silver manganese tin [Sn].[Mn].[Ag]